C1(CC1)CNCC[C@H]1[C@@H]([C@H](CC=2NC3=CC=C(C=C3C12)C)C1=CC=C(C=C1)C)N (2R,3R,4R)-4-{2-[(Cyclopropylmethyl)amino]ethyl}-6-methyl-2-(4-methylphenyl)-2,3,4,9-tetrahydro-1H-carbazol-3-amine